2-chloro-4-(4-cyclopropyl-1H-imidazol-1-yl)-5-methylmercaptopyridine ClC1=NC=C(C(=C1)N1C=NC(=C1)C1CC1)SC